2-([1-[(2-Chlorophenyl)methyl]-5-(m-tolyl)1H-pyrazol-3-yl]methoxy)-2-methylpropanoic acid ClC1=C(C=CC=C1)CN1N=C(C=C1C=1C=C(C=CC1)C)COC(C(=O)O)(C)C